5-fluoro-1-((4-(hydroxymethyl)phenyl)sulfonyl)-4-imino-3-methyl-3,4-dihydropyrimidin-2(1H)-one FC=1C(N(C(N(C1)S(=O)(=O)C1=CC=C(C=C1)CO)=O)C)=N